CC=1C(NC(N(C1)C1=CC=C(C=C1)C(F)(F)F)=O)=O 5-methyl-1-[4-(trifluoromethyl)phenyl]pyrimidine-2,4-dione